ClC[C@H](COC1=C(C=C(C=C1Cl)C(C)(C)C1=CC=C(C=C1)OC[C@@H](CF)O)Cl)O (S)-1-chloro-3-(2,6-dichloro-4-(2-(4-((S)-3-fluoro-2-hydroxypropoxy)phenyl)propan-2-yl)phenoxy)propan-2-ol